4-cyclohexyl-3-methyl-N-phenylpentanamide C1(CCCCC1)C(C(CC(=O)NC1=CC=CC=C1)C)C